2-chloro-N3-methylpyridine-3,4-diamine ClC1=NC=CC(=C1NC)N